2-[[4-[8-[4-[4-(amino-methyl)piperidine-1-carbonyl]-3-methyl-anilino]imidazo[1,2-a]pyrazin-3-yl]-2,3-difluorophenoxy]methyl]cyclopropanecarbonitrile formate C(=O)O.NCC1CCN(CC1)C(=O)C1=C(C=C(NC=2C=3N(C=CN2)C(=CN3)C3=C(C(=C(OCC2C(C2)C#N)C=C3)F)F)C=C1)C